trans-5-(2-(3-Chloro-4-fluoro-5-(pyrrolidin-1-yl)phenyl)cyclopropyl)-2,2'-bipyrimidine ClC=1C=C(C=C(C1F)N1CCCC1)[C@H]1[C@@H](C1)C=1C=NC(=NC1)C1=NC=CC=N1